17-(2-hydroxypropan-2-yl)-22-oxa-14λ6-thia-13,24-diazapentacyclo-[21.3.1.115,19.02,10.05,9]octacosa-1(26),2,4,9,15,17,19(28),23(27),24-nonaene-12,14,14-trione OC(C)(C)C=1C=C2S(NC(CC3=C4CCCC4=CC=C3C3=CC=NC(OCCC(C1)=C2)=C3)=O)(=O)=O